CC1(C2=CC=CC=C2N(C=2C=CCCC12)C1=CC=2NC3=CC(=CC=C3C2C=C1)N1C=2C=CCCC2C(C2=CC=CC=C12)(C)C)C 2,7-bis(9,9-dimethyldihydroacridin-10(9H)-yl)-9H-carbazole